The molecule is an N-acetyl-L-amino acid that is L-arginine in which one of the hydrogens attached to the nitrogen is replaced by an acetyl group. It has a role as a human metabolite. It is a conjugate acid of a N(alpha)-acetyl-L-argininate. CC(=O)N[C@@H](CCCN=C(N)N)C(=O)O